methyl 2-((4-chloro-3-fluoro-2-formylphenyl) amino)-4,5-difluoro-benzoate ClC1=C(C(=C(C=C1)NC1=C(C(=O)OC)C=C(C(=C1)F)F)C=O)F